(R)-N-(4-((2-aminopyrimidin-4-yl)amino)phenyl)-2-(5-(4-(4-methylpiperazin-1-yl)phenyl)-1-oxoisoindolin-2-yl)-2-phenylacetamide NC1=NC=CC(=N1)NC1=CC=C(C=C1)NC([C@@H](C1=CC=CC=C1)N1C(C2=CC=C(C=C2C1)C1=CC=C(C=C1)N1CCN(CC1)C)=O)=O